5-(((((1R,2R)-2-aminocyclopropyl)methyl)amino)methyl)-N-(4-((4-cyclobutylpiperidin-1-yl)sulfonyl)phenyl)-2-(N-methylmethylsulfonamido)benzamide N[C@H]1[C@H](C1)CNCC=1C=CC(=C(C(=O)NC2=CC=C(C=C2)S(=O)(=O)N2CCC(CC2)C2CCC2)C1)N(S(=O)(=O)C)C